N-[1-(aminomethyl)cyclopropyl]Carbamic acid tert-butyl ester C(C)(C)(C)OC(NC1(CC1)CN)=O